5-((7R,14R)-1-(difluoromethoxy)-6-(methyl-d3)-5-oxo-5,6,7,14-tetrahydro-7,14-methanobenzo[f]benzo[4,5]imidazo[1,2-a][1,4]diazocin-11-yl)pent-4-ynoic acid FC(OC1=CC=CC=2C(N([C@H]3C=4N([C@@H](C21)C3)C3=C(N4)C=CC(=C3)C#CCCC(=O)O)C([2H])([2H])[2H])=O)F